(4S)-4-hydroxy-1-(trideuteriomethyl)pyrrolidin-2-one O[C@H]1CC(N(C1)C([2H])([2H])[2H])=O